C1(CC1)C([C@@H](C(NC1=NC=CC(=C1)CC(NCCC(F)(F)F)=O)=O)NC(OC(C)(C)C)=O)C1CC1 Tert-butyl (S)-(1,1-dicyclopropyl-3-oxo-3-((4-(2-oxo-2-((3,3,3-trifluoropropyl)amino)ethyl)pyridin-2-yl)amino)propan-2-yl)carbamate